C(CC[C@@H](C(=O)O)NC(=O)C1=CC=C(NCC2=CN=C3N=C(N)NC(=O)C3=N2)C=C1)(=O)O[2H] folic acid-d